SCCC(=O)OCC(COC(CCS)=O)(COC(CCS)=O)CO pentaerythritol tris(3-mercaptopropionate)